N-((1S,2S)-2-(6-fluoro-2,3-dimethylphenyl)-1-(5-oxo-4,5-dihydro-1,3,4-oxadiazol-2-yl)propyl)-4-(4-methyl-4H-1,2,4-triazol-3-yl)piperidine-1-sulfonamide FC1=CC=C(C(=C1[C@@H]([C@@H](C=1OC(NN1)=O)NS(=O)(=O)N1CCC(CC1)C1=NN=CN1C)C)C)C